CC1([C@@H](NCCC1)COC=1C=C2COC(C2=CC1)=O)C |r| rac-5-((3,3-dimethylpiperidin-2-yl)methoxy)isobenzofuran-1(3H)-one